C(C)S(=O)(=O)C1=CC=C(C=C1)S(=O)(=O)Cl 4-(ethylsulfonyl)benzenesulfonyl chloride